C1(CC1)C1=NC=C(C(=C1)C1=C(C=NC(=C1)C)C(=O)OC)OC methyl 2'-cyclopropyl-5'-methoxy-6-methyl-[4,4'-bipyridine]-3-carboxylate